F[C@@H]1[C@H](CNCC1)NC=1C2=C(N=CN1)C(=CC(=N2)C2=CC=C(C=C2)OCCOC)C(=O)N 4-(((3S,4S)-4-fluoropiperidin-3-yl)amino)-6-(4-(2-methoxyethoxy)phenyl)pyrido[3,2-d]pyrimidine-8-carboxamide